(S)-5-amino-3-(4-((5-chloropyridin-2-yl)oxy)phenyl)-1-(4-cyano-4-azaspiro[2.5]oct-6-yl)-1H-pyrazole-4-carboxamide NC1=C(C(=NN1[C@@H]1CN(C2(CC2)CC1)C#N)C1=CC=C(C=C1)OC1=NC=C(C=C1)Cl)C(=O)N